C1(=CC=CC=C1)N1C2=CC=CC=C2C=2C=C(C=CC12)C=1C=CC=2N(C3=CC=CC=C3C2C1)C1=CC=2C3=CC=CC=C3C3=CC=CC=C3C2C=C1 9-phenyl-9'-(triphenylen-2-yl)-3,3'-bi-9H-carbazole